C(C)(C)N1N=CC(=C1)C1=CC=C(C(=N1)OC)NC(=O)C=1C(=NOC1C)C1=CC=CC=C1 [6-(1-isopropylpyrazol-4-yl)-2-methoxy-3-pyridinyl]-5-methyl-3-phenyl-isoxazole-4-carboxamide